(2S,3R)-3-((2-aminopyridin-4-yl)methyl)-N2-(1-methyl-1H-imidazol-4-yl)-N1-((R)-1-cyclohexylpropyl)-N2-methyl-4-oxoazetidine-1,2-dicarboxamide NC1=NC=CC(=C1)C[C@@H]1[C@H](N(C1=O)C(=O)N[C@H](CC)C1CCCCC1)C(=O)N(C)C=1N=CN(C1)C